BrC=1C=C(C=CC1N1C=NC=C1)N(CCCCCOCC(=O)O)C1=C(C=CC(=C1)C=1C(=NOC1C)C)C 2-((5-((3-Bromo-4-(1H-imidazol-1-yl)phenyl)(5-(3,5-Dimethylisoxazol-4-yl)-2-methylphenyl)amino)n-pentyl)oxy)acetic acid